N-(5-fluoro-2-nitrobenzoyl)-N-methylglycine isopropyl ester C(C)(C)OC(CN(C)C(C1=C(C=CC(=C1)F)[N+](=O)[O-])=O)=O